7-(1,5-dimethyl-1H-pyrazol-4-yl)-1-phenyl-2,3-dihydro-1H-benzo[d]pyrrolo[1,2-a]imidazole CN1N=CC(=C1C)C1=CC2=C(N=C3N2C(CC3)C3=CC=CC=C3)C=C1